C(C)(C)C=1C(=NC(=NC1)NC1=C(C=C(C(=C1)[N+](=O)[O-])N(C)CCN(C)C)OC)N1CC(C2=NC(=CC=C21)C#CC)(C)C Isopropyl-4-(3,3-dimethyl-5-(prop-1-yn-1-yl)-2,3-dihydro-1H-pyrrolo[3,2-b]Pyridin-1-yl)-2-((4-((2-(dimethylamino)ethyl)(methyl)amino)-2-methoxy-5-nitrophenyl)amino)pyrimidine